The molecule is an organobromine compound that is 3,4,5-tribromophenol substituted at position 2 by a 2,4-dibromophenoxy group. Isolated from the marine sponge Dysidea, it exhibits calcium channel modulatory activity. It has a role as a metabolite and a calcium channel modulator. It is a member of phenols, an organobromine compound and an aromatic ether. C1=CC(=C(C=C1Br)Br)OC2=C(C(=C(C=C2O)Br)Br)Br